t-butylphenyl phenyl phosphate CC(C)(C)C1=CC=CC=C1OP(=O)([O-])OC2=CC=CC=C2